C(C)(C)(C)OC(NCCN(CCNC(COCCOCCOCCN=[N+]=[N-])=O)CCNC(=O)OC(C)(C)C)=O (1-azido-15-{2-[(tert-butoxycarbonyl)amino]ethyl}-11-oxo-3,6,9-trioxa-12,15-diazaheptadec-17-yl)carbamic acid tert-butyl ester